C[C@]12CC(C[C@](CC1)(N2)C)N(C2=CC=C(N=N2)C2=C(C=C(C=C2F)C2=CN=NC(=C2)OC([2H])([2H])[2H])O)C([2H])([2H])[2H] 2-(6-(((1R,3s,5S)-1,5-dimethyl-8-azabicyclo[3.2.1]octan-3-yl)(methyl-d3)amino)pyridazin-3-yl)-3-fluoro-5-(6-(methoxy-d3)pyridazin-4-yl)phenol